1-[(R)-3-(3-{5-[(R)-hydroxy-(4-isopropyl-phenyl)-(3-methyl-azetidin-3-yl)-methyl]-pyridin-3-yl}-[1,2,4]Oxadiazol-5-yl)-piperidin-1-yl]-ethanone hydrochloride Cl.O[C@@](C=1C=C(C=NC1)C1=NOC(=N1)[C@H]1CN(CCC1)C(C)=O)(C1(CNC1)C)C1=CC=C(C=C1)C(C)C